C1=C2C3=C(C4(OC2=CC(=C1)O)CNC4)C=C(C=C3)O spiro[azetidine-3,6'-benzo[c]chromene]-3',8'-diol